N-(2',6-dichloro-[2,4'-bipyridin]-5-yl)acetamide ClC1=NC=CC(=C1)C1=NC(=C(C=C1)NC(C)=O)Cl